C(C)(C)(C)OC(=O)N1N=C(C2=CC=C(C=C12)[C@@H]1C[C@@]12C(N(C1=CC=C(C=C21)OC)C(=O)OC(C)(C)C)=O)NC2=CC=CC=1CCOC12 Tertbutyl (1R,2S)-2-[1-(tert-butoxycarbonyl)-3-(2,3-dihydro-1-benzofuran-7-ylamino)indazol-6-yl]-5'-methoxy-2'-oxospiro[cyclopropane-1,3'-indole]-1'-carboxylate